BrCC=1C(=C(C=CC1C(C)(C)CC(C)(C)C)O)CO bromomethylhydroxymethyl-p-tert-octylphenol